FC1=C(C=CC(=C1)F)CNC(=O)C=1C(C(=C2N(C[C@@H]3OCC[C@H](N3C2=O)C)C1)O)=O (4R,12aS)-9-{[(2,4-difluorophenyl)methyl]carbamoyl}-4-methyl-6,8-dioxo-3,4,6,8,12,12a-hexahydro-2H-pyrido[1',2':4,5]pyrazino[2,1-b][1,3]oxazin-7-ol